C(C)OC(=O)C1=C(C(C=C2OC3=CC=CC(=C3N=C12)CO)=O)N 2-amino-9-hydroxymethyl-3-oxo-3H-phenoxazine-1-carboxylic acid ethyl ester